(2-(3,4-dimethyl-2,6-dinitrophenoxy)ethyl)morpholine CC=1C(=C(OCCN2CCOCC2)C(=CC1C)[N+](=O)[O-])[N+](=O)[O-]